CC1NC(NC1C#CC)=O 4-methyl-5-(prop-1-yn-1-yl)imidazolidin-2-one